(3Z)-6,6-dimethoxy-3-hexen-1-ol COC(C\C=C/CCO)OC